FC1=CC=CC2=C1OCCCN2C(CNC2=C(C#N)C(=CC(=N2)C(F)(F)F)C(F)(F)F)=O 2-((2-(9-fluoro-3,4-dihydrobenzo[b][1,4]oxazepin-5(2H)-yl)-2-oxoethyl)amino)-4,6-bis(trifluoromethyl)nicotinonitrile